methyl (2S)-3-[(3S)-2-oxopyrrolidin-3-yl]-2-[[(2S,4R)-4-(trifluoromethyl)pyrrolidine-2-carbonyl] amino]propanoate O=C1NCC[C@H]1C[C@@H](C(=O)OC)NC(=O)[C@H]1NC[C@@H](C1)C(F)(F)F